tert-butyl-[2-(3,5-dibromophenoxy)ethoxy]dimethylsilane C(C)(C)(C)[Si](C)(C)OCCOC1=CC(=CC(=C1)Br)Br